FC1(CCC1)C(=O)N1C[C@@H]([C@H](CC1)S(=O)(=O)C)COC1CCC(CC1)C=1C=C2C=NN(C2=CC1)C(=O)OC(C)(C)C tert-butyl 5-(4-(((3r,4s)-1-(1-fluorocyclobutane-1-carbonyl)-4-(methylsulfonyl) piperidin-3-yl) methoxy) cyclohexyl)-1H-indazole-1-carboxylate